IC=1C=C(C=CC1)C=1SCC(N1)C(=O)O 2-(3-iodophenyl)-4,5-dihydrothiazole-4-carboxylic acid